C[Si](O[Si](O[Si](C)(C)C)O[Si](C)(C)C)(C)C.[Na] sodium tri(trimethylsiloxy)silicon